F[C@H]1[C@@]2(CC[C@](C[C@H]1OC1=CC=C(N=N1)C=1C=C3C(N(C=NC3=CC1O)C)=O)(N2)C)C 6-(6-(((1s,2s,3r,5r)-2-fluoro-1,5-dimethyl-8-azabicyclo[3.2.1]oct-3-yl)oxy)pyridazin-3-yl)-7-hydroxy-3-methylquinazolin-4(3H)-one